ClC1=CNC2=CC(=CC=C12)B1OC(C(O1)(C)C)(C)C 3-chloro-6-(4,4,5,5-tetramethyl-1,3,2-dioxaborolan-2-yl)-1H-indole